C(#N)C=1C(=NC(=CC1C(F)(F)F)C(F)(F)F)N1C(=CC=C1)C(=O)N(C1=CC=NC=C1)CC 1-(3-cyano-4,6-bis(trifluoromethyl)pyridin-2-yl)-N-ethyl-N-(pyridin-4-yl)-1H-pyrrole-2-carboxamide